tert-butyl (2S,4S)-4-hydroxy-2-(3-(4-(octyloxy)-3-(trifluoromethyl)phenyl)-1,2,4-oxadiazol-5-yl)pyrrolidine-1-carboxylate O[C@H]1C[C@H](N(C1)C(=O)OC(C)(C)C)C1=NC(=NO1)C1=CC(=C(C=C1)OCCCCCCCC)C(F)(F)F